1-(5-(aminomethyl)-1-oxoisoindolin-2-yl)dihydropyrimidine-2,4(1h,3h)-dione NCC=1C=C2CN(C(C2=CC1)=O)N1C(NC(CC1)=O)=O